1-(3-bromopent-1-yn-1-yl)-3-chlorobenzene BrC(C#CC1=CC(=CC=C1)Cl)CC